F[C@@H]1[C@@H]2CCC[C@H](C[C@H]1OC1=CC=C(N=N1)C1=C(C=C(C=C1)N1C=NC=C1)O)N2C 2-(6-(((1S,2R,3R,5R)-2-fluoro-9-methyl-9-azabicyclo[3.3.1]nonan-3-yl)oxy)pyridazin-3-yl)-5-(1H-imidazol-1-yl)phenol